(1R)-7-methoxy-6'-(trifluoromethyl)-2,3-dihydrospiro[indene-1,3'-indolin]-2'-one COC=1C=CC=C2CC[C@]3(C(NC4=CC(=CC=C34)C(F)(F)F)=O)C12